ClC1=C(C=CC=C1C1=NC=CC(=C1Cl)C1=NC(=C(C=C1)CNC[C@H]1NC(CC1)=O)OC)NC(C1=NC=C(C=C1)CNCCCF)=O (S)-N-(2-Chloro-3-(3'-chloro-6-methoxy-5-((((5-oxopyrrolidin-2-yl)methyl)amino)methyl)-[2,4'-bipyridin]-2'-yl)phenyl)-5-(((3-fluoropropyl)amino)methyl)picolinamide